ClC1=NC=C(C(=N1)C=1C=NN2C1C(CCCC2)C)F 3-(2-chloro-5-fluoropyrimidin-4-yl)-4-methyl-5,6,7,8-tetrahydro-4H-pyrazolo[1,5-a]azepine